N-(6-cyclohexyl-2,3,4,9-tetrahydro-1H-carbazol-1-yl)-2-(4-methylpiperazin-1-yl)acetamide C1(CCCCC1)C=1C=C2C=3CCCC(C3NC2=CC1)NC(CN1CCN(CC1)C)=O